2-[6-(Ethylamino)-4-[2-methyl-4-(4-methyl-1,2,4-triazol-3-yl)pyrazol-3-yl]pyridin-2-yl]-6-({[(1-hydroxycyclobutyl)methyl](methyl)amino}methyl)-4-(trifluoromethyl)-3H-isoindol-1-one C(C)NC1=CC(=CC(=N1)N1C(C2=CC(=CC(=C2C1)C(F)(F)F)CN(C)CC1(CCC1)O)=O)C=1N(N=CC1C1=NN=CN1C)C